ClCC1=CN=CC(=N1)N1C(NC(CC1)=O)=O 1-(6-(chloromethyl)pyrazin-2-yl)dihydropyrimidine-2,4(1H,3H)-dione